ClC1=C(C=CC=C1)NN 2-chlorophenylhydrazine